N-([1,1'-biphenyl]-2-yl)dibenzo[b,d]Furan-6,7,8,9-d4-4-amine C1(=C(C=CC=C1)NC1=CC=CC2=C1OC1=C2C(=C(C(=C1[2H])[2H])[2H])[2H])C1=CC=CC=C1